F[C@@H]1CN(CC[C@H]1NC1=NN2C(C(=N1)OC)=C(C=C2)C=2C=C1N=CC=NC1=CC2)CCF N-((3R,4R)-3-fluoro-1-(2-fluoroethyl)piperidin-4-yl)-4-methoxy-5-(quinoxalin-6-yl)pyrrolo[2,1-f][1,2,4]triazin-2-amine